NC1=C2CCN(C2=CC(=C1)C#N)S(=O)(=O)C1=C2C=CNC(C2=CC=C1)=O 4-amino-1-[(1-oxo-2H-isoquinolin-5-yl)sulfonyl]indoline-6-carbonitrile